P(N)(O)OP(O)OP(O)OP(O)O tetraphosphorous amide